O1C(=CC=C1)C1=NN2C(N=C(N=C2)NCCC2=CC=C(C=C2)S(=O)(=O)C)=N1 2-(furan-2-yl)-N-(4-(methylsulfonyl)phenethyl)-[1,2,4]triazolo[1,5-a][1,3,5]triazin-5-amine